ClC=1C=C(C=CC1)CC(C)=O M-chlorophenylacetone